4-(7,7-Difluoro-5-azaspiro[2.4]heptan-5-yl)-2-(2,4-dimethoxypyrimidin-5-yl)pyrazolo[1,5-a]pyrazine FC1(CN(CC12CC2)C=2C=1N(C=CN2)N=C(C1)C=1C(=NC(=NC1)OC)OC)F